CC(CN1N=NC2=C1C=CC(=C2)C2=NC(=NO2)C2=C(C=CC=C2)C)(C)O 2-methyl-1-{5-[3-(2-methylphenyl)-1,2,4-oxadiazol-5-yl]-1H-1,2,3-benzotriazol-1-yl}propan-2-ol